O1CCN(C2=C1C=CC=C2)NC(=O)C=2C=NC1=C(C=CC=C1C2N(C)CCOC)C2=C(C(=CC(=C2)F)F)F N-(2,3-dihydro-1,4-benzoxazin-4-yl)-4-[2-methoxyethyl-(methyl)amino]-8-(2,3,5-trifluorophenyl)quinoline-3-carboxamide